OC=1C=NC(=NC1)N1C(NC2=C(C1=O)SC=N2)=S 6-(5-Hydroxypyrimidin-2-yl)-5-thioxo-5,6-dihydrothiazolo[4,5-d]pyrimidin-7(4H)-one